COC=1C=C(C=CC1OC)N1N=NC2=C1N=C(N=C2)NC2=CC=C(C=C2)N2CCN(CC2)C(=O)OC(C)(C)C tert-Butyl 4-(4-((3-(3,4-dimethoxyphenyl)-3H-[1,2,3]triazolo[4,5-d]pyrimidin-5-yl)amino)phenyl)piperazine-1-carboxylate